COC[C@@H](C)N [(2R)-1-methoxypropan-2-yl]amine